C(C)(C)(C)C1=C(N=C(S1)N)C 5-tert-butyl-4-methyl-thiazol-2-ylamine